C1CC12NCCC(C2)CC2=CC=1C(=NC(=CN1)C=1C=C(C=3N(N1)C=C(N3)C)C)S2 6-((4-azaspiro[2.5]octan-7-yl)methyl)-3-(2,8-dimethylimidazo[1,2-b]pyridazin-6-yl)thieno[2,3-b]pyrazine